8-(2,2-difluoro-6-azaspiro[3.4]octan-6-yl)-N-(5-(6-ethyl-2,6-diazaspiro[3.3]heptan-2-yl)pyridin-2-yl)pyrido[3,4-d]pyrimidin-2-amine FC1(CC2(C1)CN(CC2)C2=NC=CC1=C2N=C(N=C1)NC1=NC=C(C=C1)N1CC2(C1)CN(C2)CC)F